FC1=CC=C(C=C1)[C@H](C)C1=C(N=C(N=N1)C)N[C@H]1CN(CC1)C 6-((S)-1-(4-fluorophenyl)ethyl)-3-methyl-N-((R)-1-methylpyrrolidin-3-yl)-1,2,4-triazin-5-amine